C(C)N1CCC2(C[C@@H]2C(=O)N[C@@H](CCCCCC(CC)=O)C=2NC(=CN2)C2=CC=C3C=CN=CC3=C2)CC1 (S)-6-ethyl-N-((S)-1-(5-(isoquinolin-7-yl)-1H-imidazol-2-yl)-7-oxononyl)-6-azaspiro[2.5]octane-1-carboxamide